tert-butyl (5-(3-(4-methoxybenzyl)ureido)pentyl)carbamate COC1=CC=C(CNC(NCCCCCNC(OC(C)(C)C)=O)=O)C=C1